FC=1C=CC(=C(C1)C1=NN(C2=NC(=CC=C21)N)COCC[Si](C)(C)C)OC 3-(5-fluoro-2-methoxyphenyl)-1-[[2-(trimethylsilyl)ethoxy]methyl]pyrazolo[3,4-b]pyridin-6-amine